C1(=CC=CC=C1)[C@H]1OC[C@H]2N1C([C@H]1[C@@H]2C12CCCCC2)=O (3'R,5a'S,6a'R,6b'S)-3'-phenyltetrahydro-3'H,5'H-spiro[cyclohexane-1,6'-cyclopropa[3,4]pyrrolo[1,2-c]oxazol]-5'-one